C(C)(C)(C)N1N=C(C=C1NC(=O)C1=CC(=NN1C)COC)[C@@H]1C[C@@H](CC1)O N-{1-tert-butyl-3-[(1s,3r)-3-hydroxycyclopentyl]-1H-pyrazol-5-yl}-3-(methoxymethyl)-1-methyl-1H-pyrazole-5-carboxamide